4-(2-(4-((2-methoxyethoxy)methoxy)-3-(methylsulfonamido)phenyl)-1-oxo-1,2,3,4-tetrahydroisoquinolin-6-yl)benzoic acid COCCOCOC1=C(C=C(C=C1)N1C(C2=CC=C(C=C2CC1)C1=CC=C(C(=O)O)C=C1)=O)NS(=O)(=O)C